N-[(1R,2R)-2-amino-1,2-diphenylethyl]p-methoxybenzenesulfonamide N[C@@H]([C@@H](C1=CC=CC=C1)NS(=O)(=O)C1=CC=C(C=C1)OC)C1=CC=CC=C1